N-[(5-Chlorothiophen-2-yl)methyl]-4-methyl-3-[1-(1,3-thiazol-4-carbonyl)piperidin-4-yl]-1H-pyrazol-5-amin ClC1=CC=C(S1)CNC1=C(C(=NN1)C1CCN(CC1)C(=O)C=1N=CSC1)C